(R)-tert-butyl 1-((tert-butoxycarbonyl) amino)-3,3-difluoro-8-azaspiro[4.5]decane-8-carboxylate C(C)(C)(C)OC(=O)N[C@@H]1CC(CC12CCN(CC2)C(=O)OC(C)(C)C)(F)F